N12CCC(C(CC1)CC2)OC(NC2(CC2)C2=CC=C(C=C2)C2=CC=C(C=C2)COCCOC)=O (1-(4'-((2-methoxyethoxy)methyl)-[1,1'-biphenyl]-4-yl)cyclopropyl)carbamic acid 1-azabicyclo[3.2.2]non-4-yl ester